4-[1-(2,4-Dihydroxyphenyl)hexyl]benzene-1,3-diol OC1=C(C=CC(=C1)O)C(CCCCC)C1=C(C=C(C=C1)O)O